3,3-difluorodihydro-2H-pyran-2,6(3H)-dione FC1(C(OC(CC1)=O)=O)F